BrC1=CC(=C2C(=NC=NN21)N)CN2CC(C2)C(F)(F)F 7-bromo-5-((3-(trifluoromethyl)azetidin-1-yl)methyl)pyrrolo[2,1-f][1,2,4]triazin-4-amine